FC([C@@H]1[C@H](C1)C=1C=2N(N=C(C1)C=1C(NC(NC1)=O)=O)C(=NC2)C)F 5-(4-((1S,2S)-2-(difluoromethyl)cyclopropyl)-7-methylimidazo[1,5-B]pyridazin-2-yl)pyrimidine-2,4(1H,3H)-dione